NC1=C(C=C(C=N1)C1=CC=C(C#N)C=C1)OC(C)C1=C(C(=CC=C1Cl)F)Cl 4-{6-amino-5-[1-(2,6-dichloro-3-fluoro-phenyl)-ethoxy]-pyridin-3-yl}-benzonitrile